ClC1=C(C=C(C=C1)CC(=O)O)CCN[C@@H]([C@H]1CNC2=C(N1)N=CC=C2)C2=CC=CC=C2 2-(4-chloro-3-(2-(((R)-phenyl((R)-1,2,3,4-tetrahydropyrido[2,3-b]pyrazin-3-yl)methyl)amino)ethyl)phenyl)acetic acid